FC1=C(C=C(C(=C1)C)C=1C=C(C=2N(C1)C=C(N2)C(C)C)N2CCOCC2)NC(=O)N2C[C@@H](CC2)CC(F)(F)F (S)-N-(2-fluoro-5-(2-isopropyl-8-morpholinoimidazo[1,2-a]pyridin-6-yl)-4-methylphenyl)-3-(2,2,2-trifluoroethyl)pyrrolidine-1-carboxamide